9,9'-(3,5-bis(4,6-diphenylpyrimidin-2-yl)-2-(3-(6-phenylpyridin-2-yl)-9H-carbazol-9-yl)-1,4-phenylene)bis(9H-carbazole) C1(=CC=CC=C1)C1=NC(=NC(=C1)C1=CC=CC=C1)C=1C(=C(C=C(C1N1C2=CC=CC=C2C=2C=CC=CC12)C1=NC(=CC(=N1)C1=CC=CC=C1)C1=CC=CC=C1)N1C2=CC=CC=C2C=2C=CC=CC12)N1C2=CC=CC=C2C=2C=C(C=CC12)C1=NC(=CC=C1)C1=CC=CC=C1